DIPOLEN [Po]=[Po]